6-acetyl-3-(4-chlorophenyl)-2-((5-chloropyridin-2-yl)methyl)-3-(3-(hydroxymethyl)cyclobutoxy)isoindolin-1-one C(C)(=O)C1=CC=C2C(N(C(C2=C1)=O)CC1=NC=C(C=C1)Cl)(OC1CC(C1)CO)C1=CC=C(C=C1)Cl